2-Methyl-5-((1-methylazetidin-2-yl)methoxy)-N-(1-(2-methylnaphthalen-1-yl)cyclopropyl)benzamide CC1=C(C(=O)NC2(CC2)C2=C(C=CC3=CC=CC=C23)C)C=C(C=C1)OCC1N(CC1)C